(1-methyl-6-oxo-1,6-dihydropyridazin-3-yl)boronic acid CN1N=C(C=CC1=O)B(O)O